tricarboxyl-hexazine C(=O)(O)N1N(N(N=NN1)C(=O)O)C(=O)O